C[N+]1(C=NC=C1)C 3-methyl-3-methyl-imidazolium